ClC=1C=C2C(=C(C(=NC2=CC1F)N(CC)CC)C=1N=NNN1)C1=CC=CC=C1 6-Chloro-N,N-diethyl-7-fluoro-4-phenyl-3-(2H-tetrazol-5-yl)quinolin-2-amine